6-(2,3-Dihydrobenzofuran-5-yl)pyrazine-2-carboxylic acid O1CCC2=C1C=CC(=C2)C2=CN=CC(=N2)C(=O)O